2-[4-[5-Cyano-6-[[2-fluoro-5-(trifluoromethyl)phenyl]methoxy]-2-(trifluoromethyl)pyridine-3-carbonyl]piperazin-1-yl]acetic acid C(#N)C=1C=C(C(=NC1OCC1=C(C=CC(=C1)C(F)(F)F)F)C(F)(F)F)C(=O)N1CCN(CC1)CC(=O)O